1-(3-(2-((1-(1-(2-bromoacetyl)-4-hydroxypiperidine-4-carbonyl)piperidin-4-yl)amino)-5-fluoropyrimidin-4-yl)phenyl)pyridin-2(1H)-one BrCC(=O)N1CCC(CC1)(C(=O)N1CCC(CC1)NC1=NC=C(C(=N1)C=1C=C(C=CC1)N1C(C=CC=C1)=O)F)O